C1(=CC=CC=C1)[NH+]1C(N(CC1)C1=CC=CC=C1)C(=O)[O-] 1,3-diphenylimidazolinium-2-carboxylate